CC1(C(CC2=CC=CC=C12)NC1=CC=C(C=N1)[C@@H](C(F)(F)F)N(C(=O)C1CC2(CN(C2)C(=O)OC(C)(C)C)C1)C)C tert-Butyl 6-(((1S)-1-(6-((1,1-dimethyl-2,3-dihydro-1H-inden-2-yl)amino)pyridin-3-yl)-2,2,2-trifluoroethyl)(methyl)carbamoyl)-2-azaspiro[3.3]heptane-2-carboxylate